BrC1=CC2=C(N=C(N=C2)NC=2SC=CN2)N2C1=NCC2 N-(6-bromo-8,9-dihydroimidazo[1',2':1,6]pyrido[2,3-d]pyrimidin-2-yl)thiazol-2-amine